6-(3-amino-5-fluoro-6-(4-(4-isopropylpiperazin-1-yl)phenyl)pyrazin-2-yl)-4-chloroisoquinolin-1(2H)-one NC=1C(=NC(=C(N1)F)C1=CC=C(C=C1)N1CCN(CC1)C(C)C)C=1C=C2C(=CNC(C2=CC1)=O)Cl